C1N(CCC2=CC=CC=C12)C[C@H](CN1C(C2=C(CCC1)C=C(C=C2)C#N)=O)O 2-[(2R)-3-(3,4-dihydro-1H-isoquinolin-2-yl)-2-hydroxy-propyl]-1-oxo-4,5-dihydro-3H-2-benzazepin-7-carbonitrile